ON=CC1=CC=C(C#N)C=C1 4-((Hydroxyimino)methyl)benzonitrile